C1(CC1)N1N=CC(=C1)C=1C=C(C=CC1)N(C(=O)[C@@H]1CC[C@H](CC1)C(=O)O)C[C@@H]1CC[C@H](CC1)C=1C=NC(=CC1)N(C)C trans-4-((3-(1-Cyclopropyl-1H-pyrazol-4-yl)phenyl)((trans-4-(6-(dimethylamino)pyridin-3-yl)cyclohexyl)methyl)carbamoyl)cyclohexanecarboxylic acid